C(CCC=CCC=CCC=CCCCCC)(=O)O 4,7,10-hexadecatrienoic acid